O[C@H](C[C@H](C(C)C)N(C([C@H]([C@H](CC)C)NC(=O)[C@@H]1N(CCCC1)C)=O)OCCCC#C)C=1SC=C(N1)C(=O)O 2-[(1R,3R)-1-Hydroxy-4-methyl-3-[(2S,3S)-3-methyl-2-{[(2R)-1-methylpiperidin-2-yl]formamido}-N-(pent-4-yn-1-yloxy)pentanamido]pentyl]-1,3-thiazole-4-carboxylic acid